4-(3-((tert-butyldimethylsilyl)oxy)propyl)-2-isopropylpyridine [Si](C)(C)(C(C)(C)C)OCCCC1=CC(=NC=C1)C(C)C